C(C)(C)N1CCN(CC1)C1=C(C=C(C=N1)NC=1C(=NC(=C(N1)NC)C=1C2=C(C=NC1)N(C=N2)C)C(=O)N)C 3-[[6-(4-isopropylpiperazin-1-yl)-5-methyl-3-pyridinyl]amino]-5-(methylamino)-6-(3-methylimidazo[4,5-c]pyridin-7-yl)pyrazine-2-carboxamide